C(C)(=O)OC(C)C1=C(C=CC(=C1)F)I 1-(5-fluoro-2-iodophenyl)ethanol acetate